cis-2,7-Dimethyl-N-(3,4,5-trifluorophenyl)-2,3,3a,4,10,10a-hexahydro-1H,7H-dipyrrolo[3,4-b:3',4'-f][1,4,5]oxathiazocin-8-carboxamid-5,5-dioxid CN1C[C@H]2NS(C=3C(OC[C@H]2C1)=C(N(C3)C)C(=O)NC3=CC(=C(C(=C3)F)F)F)(=O)=O